3-(2,4-difluorophenoxy)-6-methyl-2-(4-(methylsulfinyl)phenyl)-4H-pyran-4-one FC1=C(OC2=C(OC(=CC2=O)C)C2=CC=C(C=C2)S(=O)C)C=CC(=C1)F